tert-butyl N-[7-isopropyl-4-oxo-5-[2-oxo-2-(pyrimidin-2-ylamino) ethyl] furo[2,3-d]pyridazin-2-yl]-N-methylcarbamate C(C)(C)C1=NN(C(C2=C1OC(=C2)N(C(OC(C)(C)C)=O)C)=O)CC(NC2=NC=CC=N2)=O